Methyl butyl sulfoxide C(CCC)S(=O)C